Lithium Stearate C(CCCCCCCCCCCCCCCCC)(=O)[O-].[Li+]